methyl (2S,5R)-1-((S)-2-((tert-butoxycarbonyl) amino) hex-5-enoyl)-5-vinylpyrrolidine-2-carboxylate C(C)(C)(C)OC(=O)N[C@H](C(=O)N1[C@@H](CC[C@@H]1C=C)C(=O)OC)CCC=C